BrC=1C=C(C2=C(OCO2)C1)F 6-bromo-4-fluorobenzo[d][1,3]dioxole